(1S,4aS,5R,7aS)-8-oxo-1,4a,5,7a-tetrahydro-1,5-(epoxymethano)cyclopenta[c]pyran O=C1O[C@@H]2OC=C[C@H]3[C@@H]2C=C[C@H]31